1-(1H-benzo[d]imidazol-5-yl)-4-(2,6-difluoro-4-methoxyphenyl)azetidin-2-one N1C=NC2=C1C=CC(=C2)N2C(CC2C2=C(C=C(C=C2F)OC)F)=O